(1S,2S)-2-(3-chlorophenyl)-N-((1-((6-cyclopropyl-8-(4H-1,2,4-triazol-4-yl)imidazo[1,2-a]pyridin-2-yl)methyl)-1H-1,2,3-triazol-4-yl)methyl)cyclopropane-1-carboxamide ClC=1C=C(C=CC1)[C@@H]1[C@H](C1)C(=O)NCC=1N=NN(C1)CC=1N=C2N(C=C(C=C2N2C=NN=C2)C2CC2)C1